BrC1=CC(=NN1CC1=CC=C(C=C1)OC)N1C(C2=CC=CC=C2C1=O)=O 2-(5-bromo-1-(4-methoxybenzyl)-1H-pyrazol-3-yl)isoindoline-1,3-dione